morpholinoadenosine O1CCN(CC1)[C@@]1([C@H](O)[C@H](O)[C@@H](CO)O1)N1C=NC=2C(N)=NC=NC12